5-(tributylstannyl)furan-2-carbonitrile C(CCC)[Sn](C1=CC=C(O1)C#N)(CCCC)CCCC